tert-butyl 3-((2-amino-2-oxoethyl)amino)-5'-(4-amino-3-(dimethylcarbamoyl)-2-fluorophenyl)-4'-chlorospiro[cyclopentane-1,3'-pyrrolo[2,3-b]pyridine]-1'(2'H)-carboxylate NC(CNC1CC2(CN(C3=NC=C(C(=C32)Cl)C3=C(C(=C(C=C3)N)C(N(C)C)=O)F)C(=O)OC(C)(C)C)CC1)=O